C(C)N(C(=O)OCCC#CC1=C(C=CC(=C1)[N+](=O)[O-])N1CCN(CC1)C)C1=NC=CC(=C1)C=1C=C2C(=NNC2=CC1)N 4-(2-(4-methylpiperazin-1-yl)-5-nitrophenyl)but-3-yn-1-ol ethyl-(4-(3-amino-1H-indazol-5-yl)pyridin-2-yl)carbamate